ClC=1C=C2C=C(NC2=CC1OCC1=CC(=NO1)C)CNC(C(F)(F)F)=O N-((5-chloro-6-((3-methylisoxazol-5-yl)methoxy)-1H-indol-2-yl)methyl)-2,2,2-trifluoroacetamide